C(C(C)C)(=O)NC=1NC(C=2N=CN([C@H]3C[C@H](O)[C@@H](CO[Si](C)(C)C(C)(C)C)O3)C2N1)=O N2-isobutyryl-5'-O-tert-butyldimethylsilyl-2'-deoxyguanosine